CC1=CC=CC(=N1)C=1N=C2N(CCN2)C1 6-(6-methylpyridin-2-yl)-2,3-dihydro-1H-imidazo[1,2-a]imidazole